C(C1=CC=CC=C1)OC([C@@H](C(CCN1CCN(CC1)C(=O)OC(C)(C)C)(C)C)NC(=O)OC1=CC=CC=C1)=O (R)-tert-butyl 4-(5-(benzyloxy)-3,3-dimethyl-5-oxo-4-((phenoxycarbonyl)amino)pentyl)piperazine-1-carboxylate